C1CC=2C1=C1C=CC=CC1=C(C2)C2=C(C(=C(C(=C2F)F)C2=C(C(=C(C(=C2F)F)[B-](C2=C(C(=C(C(=C2F)F)C(F)(F)F)F)F)(C2=C(C(=C(C(=C2F)F)C(F)(F)F)F)F)C2=C(C(=C(C(=C2F)F)C(F)(F)F)F)F)F)F)F)F.[Li+] lithium [4'-(1,2-dihydrocyclobuta[a]naphthalene-4-yl)-2,2',3,3',5,5',6,6'-octafluoro-1,1'-biphenyl-4-yl]-tris[2,3,5,6-tetrafluoro-4-(trifluoromethyl)phenyl]borate